4-fluorophenylurea FC1=CC=C(C=C1)NC(=O)N